4-[3-(4-cyano-2-fluoro-3-methylthio-phenyl)-5,5-dimethyl-4-oxo-2-thioxo-imidazolidin-1-yl]butanamide C(#N)C1=C(C(=C(C=C1)N1C(N(C(C1=O)(C)C)CCCC(=O)N)=S)F)SC